ClC1=C(C=CC=C1C1=NC=CC(=C1Cl)C1=NC(=C(C=C1)CNCC1NC(CC1)=O)OC)NC(C1=NC=C(C(=C1)OC)CN1CC(C1)O)=O N-(2-chloro-3-(3'-chloro-6-methoxy-5-((((5-oxopyrrolidin-2-yl)methyl)amino)methyl)-[2,4'-bipyridin]-2'-yl)phenyl)-5-((3-hydroxyazetidin-1-yl)methyl)-4-methoxypicolinamide